(S)-1-(5-chlorothiazolo[5,4-d]pyrimidin-7-yl)pyrrolidine-2-carboxamide ClC=1N=C(C2=C(N1)SC=N2)N2[C@@H](CCC2)C(=O)N